C(CCCCC)CCCCCCCCCCCC α-hexyldodecane